tert-Butyl (R)-3,4-dichloro-1-((S)-4-(3-fluoroazetidin-1-yl)-2,2-dimethylpyrrolidin-1-yl)-12-oxo-6a,7,9,10-tetrahydro-12H-pyrazino[2,1-c]pyrido[3,4-f][1,4]oxazepine-8(6H)-carboxylate ClC1=C(C2=C(C(N3[C@@H](CO2)CN(CC3)C(=O)OC(C)(C)C)=O)C(=N1)N1C(C[C@@H](C1)N1CC(C1)F)(C)C)Cl